N1=CNC2=NC=CC(=C21)C=2C=NN(C2)C2=CC=C(C=N2)C(C(F)(F)F)(O)C2CCCC2 (6-(4-(3H-imidazo[4,5-b]pyridin-7-yl)-1H-pyrazol-1-yl)pyridin-3-yl)-1-cyclopentyl-2,2,2-trifluoroethanol